FC1=CC=C(C=C1)[C@H]1N(C[C@@H](CC1)C)C(C(=O)NC=1C=C(C(=NC1)NC(OC(C)(C)C)=O)C)=O tert-butyl N-[5-[[2-[(2S,5R)-2-(4-fluorophenyl)-5-methyl-1-piperidyl]-2-oxo-acetyl]amino]-3-methyl-2-pyridyl]carbamate